(2s,3s)-N-(2-chloro-4-iodo-phenyl)-2-{(R)-4-[4-(2-hydroxy-ethoxy)-phenyl]-2,5-dioxo-imidazolin-1-yl}-3-phenyl-butyramide ClC1=C(C=CC(=C1)I)NC([C@H]([C@@H](C)C1=CC=CC=C1)N1C(N[C@@H](C1=O)C1=CC=C(C=C1)OCCO)=O)=O